(2R)-1-(benzyloxy)-3-(4-tert-butylphenyl)-1-oxopropan-2-yl (2S)-2-[[(tert-butoxy) carbonyl] (methyl) amino]-4-methylvalerate C(C)(C)(C)OC(=O)N([C@H](C(=O)O[C@@H](C(=O)OCC1=CC=CC=C1)CC1=CC=C(C=C1)C(C)(C)C)CC(C)C)C